3-(1-oxo-6-(2-oxo-7-azaspiro[3.5]nonan-7-yl)isoindolin-2-yl)piperidine-2,6-dione O=C1N(CC2=CC=C(C=C12)N1CCC2(CC(C2)=O)CC1)C1C(NC(CC1)=O)=O